N1(CCC1)CC#C[C@@H]1CN=C2N1C1=CC=C(C=C1C(N2C([2H])([2H])C=2C=NN(C2)C)=O)S(=O)(=O)NC2(CC2)C (1R)-1-[3-(azetidin-1-yl)prop-1-yn-1-yl]-N-(1-methylcyclopropyl)-4-[(1-methylpyrazol-4-yl)(2H2)methyl]-5-oxo-1H,2H-imidazo[1,2-a]quinazoline-7-sulfonamide